(3S,4R)-4-(((Phenylmethoxy)carbonyl)amino)piperidine-1,3-dicarboxylic acid 1-(tert-butyl) ester 3-ethyl ester C(C)OC(=O)[C@H]1CN(CC[C@H]1NC(=O)OCC1=CC=CC=C1)C(=O)OC(C)(C)C